C1(=[C-]C=C(C=CC)C=C1)OC anetholide